O\N=C(\C)/C=1C=C(C=CC1)NC(=O)NC=1C=C2C(N(C(=NC2=CC1)C)CCOC)=O (Z)-1-(3-(1-(hydroxyimino)ethyl)phenyl)-3-(3-(2-methoxyethyl)-2-methyl-4-oxo-3,4-dihydroquinazolin-6-yl)urea